S1C(=NC2=C1C=CC=C2)NC=2C1=C(C(=NN2)NC2=CC=CC(=N2)C(=O)O)CCC1 6-[[4-(1,3-Benzothiazol-2-ylamino)-6,7-dihydro-5H-cyclopenta[d]pyridazin-1-yl]amino]pyridine-2-carboxylic acid